FC=1C=C2C=NNC2=C(C1OC1OCCCC1)F 5,7-difluoro-6-((tetrahydro-2H-pyran-2-yl)oxy)-1H-indazole